N1C(=CC=2C=NC=CC21)CNC(CN2C(C(=NC=C2C2=CC=CC=C2)NCC2=CC=C(C=C2)F)=O)=O N-((1H-PYRROLO[3,2-C]PYRIDIN-2-YL)METHYL)-2-(3-((4-FLUOROBENZYL)AMINO)-2-OXO-6-PHENYLPYRAZIN-1(2H)-YL)ACETAMIDE